FC(S(=O)(=O)C1=NC=CC=C1)F 2-Difluoromethanesulfonylpyridine